COC=1C=C(C=CC1OC)C(CN)C 2-(3,4-dimethoxyphenyl)propan-1-amine